C1(CC1)NCCCOC1=C(C=C2C(=NC=NC2=C1)C1=CC=C(C=C1)NC(CC1=CC=C(C=C1)C(F)(F)F)=O)OC N-(4-(7-(3-(cyclopropylamino)propoxy)-6-methoxyquinazolin-4-yl)phenyl)-2-(4-(trifluoromethyl)phenyl)acetamide